5-chloro-[4,5'-bipyrimidine]-2-carboxylic acid ClC=1C(=NC(=NC1)C(=O)O)C=1C=NC=NC1